O[C@H]1[C@@H]([C@@H]2[C@@H](OC3=C2C=CC=C3CCCC(=O)[O-])C1)\C=C\[C@H]([C@H](CC#CC)C)O.[Na+] |r| Monosodium (1RS,2RS,3aSR,8bSR)-2,3,3a,8b-tetrahydro-2-hydroxy-1-[(1E,3SR,4SR)-3-hydroxy-4-methyloct-1-en-6-yn-1-yl]-1H-cyclopenta[b]benzofuran-5-butanoate